C(C)(C)(C)OC(=O)N1CC=C(CC1)C=1C=C2C(=CNC2=CC1)CC(F)F 4-(3-(2,2-difluoroethyl)-1H-indol-5-yl)-5,6-dihydropyridine-1(2H)-carboxylic acid tert-butyl ester